OCC1=CC(=C2CN(C(C2=C1)=O)C1CCC(CC1)C(=O)NC1=CC(=C(C=C1)C)OC)C (1s,4s)-4-(6-(Hydroxymethyl)-4-methyl-1-oxoisoindolin-2-yl)-N-(3-methoxy-4-methylphenyl)cyclohexanecarboxamide